ClC=1C=C(C=CC1Cl)C1(CC(C1)O)C(=O)O 1-(3,4-dichlorophenyl)-3-hydroxycyclobutane-1-carboxylic acid